C1(CC1)C1=CC(=C(C=C1)NC1=CC(=NC=C1C(=O)NOCC)NC1=NC(=C(C=C1)F)C)N(S(=O)(=O)C)C 4-((4-cyclopropyl-2-(N-methyl-methanesulfonamido)-phenyl)amino)-N-ethoxy-6-((5-fluoro-6-methyl-pyridin-2-yl)amino)nicotinamide